CC1=C(C(=CC=C1)C)NC1=CC=C(C=2C(C3=CC=CC=C3C(C12)=O)=O)NC1=C(C=CC=C1C)C 1,4-bis[(2-methyl-6-methylphenyl)amino]anthraquinone